4-fluoro-piperidine FC1CCNCC1